ClC=1C(=CC=C2N=CC(=NC12)C=1C=NN(C1C)C1CCNCC1)OC1=CC2=C(N=C(N2)C)C=C1 8-chloro-7-[(2-methyl-3H-benzimidazol-5-yl)oxy]-2-[5-methyl-1-(4-piperidinyl)pyrazol-4-yl]quinoxaline